NC1=CC=C(N1)C(=O)O 5-AMINO-1H-PYRROLE-2-CARBOXYLIC ACID